(S)-3-(5-(4-((1-(4-((1S,2R)-4,4-difluoro-6-hydroxy-2-(o-tolyl)-1,2,3,4-tetrahydronaphthalen-1-yl)phenyl)piperidin-4-yl)methyl)piperazin-1-yl)-1-oxoisoindolin-2-yl)piperidine-2,6-dione FC1(C[C@H]([C@H](C2=CC=C(C=C12)O)C1=CC=C(C=C1)N1CCC(CC1)CN1CCN(CC1)C=1C=C2CN(C(C2=CC1)=O)[C@@H]1C(NC(CC1)=O)=O)C1=C(C=CC=C1)C)F